4-hydroxy-4-{1-[trans-4-(4-methyl-5-{(1R)-1-[3-(propan-2-yl)phenoxy]ethyl}-4H-1,2,4-triazol-3-yl)cyclohexyl]-1H-1,2,3-triazol-4-yl}piperidine-1-carboxylic acid tert-butyl ester C(C)(C)(C)OC(=O)N1CCC(CC1)(C=1N=NN(C1)[C@@H]1CC[C@H](CC1)C1=NN=C(N1C)[C@@H](C)OC1=CC(=CC=C1)C(C)C)O